BrC(C)C=1C=C(C=C2C(C(=C(OC12)SCC)C)=O)C 8-(1-bromoethyl)-2-ethylsulfanyl-3,6-dimethyl-chromen-4-one